N-(2,4-dimethylOxybenzyl)methanesulfonamide COC1=C(CNS(=O)(=O)C)C=CC(=C1)OC